7-(5-(5-(3-oxa-6-azabicyclo[3.1.1]hept-6-yl)-1,3,4-thiadiazol-2-yl)-4-(isopropylamino)pyridin-2-yl)pyrrolo[1,2-b]pyridazine-3-carbonitrile C12COCC(N1C1=NN=C(S1)C=1C(=CC(=NC1)C1=CC=C3N1N=CC(=C3)C#N)NC(C)C)C2